4-(2,3-difluoro-4-methylbenzene-1-carbonyl)-10,10-dimethyl-9-oxo-1-oxa-4-azaspiro[5.5]undec-7-ene-8-carbonitrile FC1=C(C=CC(=C1F)C)C(=O)N1CCOC2(C1)C=C(C(C(C2)(C)C)=O)C#N